(R)-N-(2-(4-Cyanothiazolidin-3-yl)-2-oxoethyl)-6-((2,5-dimethyl-2H-1,2,3-triazol-4-yl)methyl)quinoline-4-carboxamide C(#N)[C@H]1N(CSC1)C(CNC(=O)C1=CC=NC2=CC=C(C=C12)CC1=NN(N=C1C)C)=O